CN[C@H]([C@H](O)C)C(=O)O r-methylthreonine